2-(3-fluoro-1-(5-(trifluoromethyl)pyrimidin-2-yl)piperidin-4-yl)Acetic acid FC1CN(CCC1CC(=O)O)C1=NC=C(C=N1)C(F)(F)F